FC(C=1C(=C(C=CC1)[C@@H](C)NC1=NC(=NC2=CC(=C(C=C12)C1CCC(CC1)C(=O)OC)OC)C)C)F Methyl (1R,4R)-4-(4-(((R)-1-(3-(difluoromethyl)-2-methylphenyl)ethyl)amino)-7-methoxy-2-methylquinazolin-6-yl)cyclohexane-1-carboxylate